5-Bromo-4-fluoro-3-methyl-1H-indole BrC=1C(=C2C(=CNC2=CC1)C)F